N-(2-cyclopropyl-4-fluorophenyl)-2-(4-((4-fluoro-1,3-dioxoisoindole-2-yl)methyl)piperidin-1-yl)-N-(7-nitrobenzo[c][1,2,5]oxadiazol-4-yl)acetamide C1(CC1)C1=C(C=CC(=C1)F)N(C(CN1CCC(CC1)CN1C(C2=CC=CC(=C2C1=O)F)=O)=O)C1=CC=C(C2=NON=C21)[N+](=O)[O-]